tert-butyl 2-[2-(2,6-dioxo-3-piperidyl)-6-fluorosulfonyloxy-1-oxo-isoindolin-4-yl]oxyacetate O=C1NC(CCC1N1C(C2=CC(=CC(=C2C1)OCC(=O)OC(C)(C)C)OS(=O)(=O)F)=O)=O